FC1=C(C=CC=C1)CCC=O 3-(2-fluorophenyl)propionaldehyde